6-chloro-4-(cyclopropylethynyl)-7-(hydroxymethyl)-3-methyl-4-(trifluoromethyl)-3,4-dihydroquinazolin-2(1H)-one ClC=1C=C2C(N(C(NC2=CC1CO)=O)C)(C(F)(F)F)C#CC1CC1